6-chloro-N-(4-(2,2-difluoroethyl)-2,5-difluorophenyl)pyrazolo[1,5-a]pyridine-3-sulfonamide ClC=1C=CC=2N(C1)N=CC2S(=O)(=O)NC2=C(C=C(C(=C2)F)CC(F)F)F